[C-]1(C=CC=C1)CCC(=O)C1=CC=CC=C1.[CH-]1C=CC=C1.[Fe+2] 3-(ferrocenyl)-1-phenyl-1-propanone